(S)-6-((2-(3-Aminopiperidin-1-yl)-6-chloro-1H-benzo[d]imidazol-1-yl)methyl)nicotinonitril N[C@@H]1CN(CCC1)C1=NC2=C(N1CC1=NC=C(C#N)C=C1)C=C(C=C2)Cl